FC=1C(=C(C=CC1C1=NNC=N1)C1=CN=C2C(=N1)N(C(CN2)=O)CCC2CCOCC2)C 7-(3-fluoro-2-methyl-4-(1H-1,2,4-triazol-3-yl)phenyl)-1-(2-(tetrahydro-2H-pyran-4-yl)ethyl)-3,4-dihydropyrazino[2,3-b]pyrazin-2(1H)-one